N-(3,4-Dichlorophenyl)-6,7-dihydroimidazo[1,5-b][2,6]naphthyridine ClC=1C=C(C=CC1Cl)N1CN2C=C3CCN=CC3=CC2=C1